5-[3-(4-fluorophenyl)-3-methylpyrrolidine-1-carbonyl]-6-methyl-N-(1-methylcyclopropyl)furo[2,3-d]pyrimidin-4-amine FC1=CC=C(C=C1)C1(CN(CC1)C(=O)C1=C(OC=2N=CN=C(C21)NC2(CC2)C)C)C